FC1=C(C=C(C=C1)C(CS(=O)(=O)N(CC1=CC=C(C=C1)OC)CC1=CC=C(C=C1)OC)(C)O)C=1N=NNN1 2-(4-fluoro-3-(2H-tetrazol-5-yl)phenyl)-2-hydroxy-N,N-bis(4-methoxybenzyl)propane-1-sulfonamide